C(C=C)C1=C(C(=S)O)C=CC=N1 2-allylthionicotinic acid